bis(ethyl-cyclopentadienyl)ruthenium(II) C(C)C1(C=CC=C1)[Ru]C1(C=CC=C1)CC